N[C@@H]1CCCC12CCN(CC2)C2=NC=C(C=1N2C=CN1)SCCC(=O)OC Methyl (R)-3-((5-(1-amino-8-azaspiro[4.5]decan-8-yl)imidazo[1,2-c]pyrimidin-8-yl)thio)propionate